5-(1-((4-(5-(difluoromethyl)-1,3,4-oxadiazol-2-yl)furan-2-yl)methyl)-1H-1,2,3-triazol-4-yl)pyridin-2-amine FC(C1=NN=C(O1)C=1C=C(OC1)CN1N=NC(=C1)C=1C=CC(=NC1)N)F